C(C)OC=1C=C(C=C(C1C(C)O)OCC)[C@@H](C)N(C(=O)NC1(CCC1)C(=O)OC)CCCCC1=CC=CC=C1 methyl 1-{[{(1R)-1-[3,5-diethoxy-4-(1-hydroxyethyl)phenyl]ethyl}(4-phenylbutyl)carbamoyl]amino}cyclobutane-1-carboxylate